C(C=C)NC(CCCC=C)=O N-allyl-5-hexenamid